chroman-6-carboxylic acid [2-(1,1-dioxo-thiomorpholin-4-yl)-benzooxazol-5-yl]-amide O=S1(CCN(CC1)C=1OC2=C(N1)C=C(C=C2)NC(=O)C=2C=C1CCCOC1=CC2)=O